rac-(4bS,5R,6R,7S,7aR)-7a-(4-bromophenyl)-4b,5-dihydroxy-7-phenyl-4b,6,7,7a-tetrahydro-5H-cyclopenta[4,5]furo[2,3-c]pyridine-6-carboxylic acid BrC1=CC=C(C=C1)[C@]12[C@](C3=C(C=NC=C3)O1)([C@@H]([C@@H]([C@H]2C2=CC=CC=C2)C(=O)O)O)O |r|